C1(CC1)C=1C=C(C[C@H]2C[C@@H](N(C2)C(=O)OC(C)(C)C)C(=O)OCC2=CC=CC=C2)C=CC1 2-benzyl 1-(tert-butyl) (2R,4S)-4-(3-cyclopropylbenzyl)pyrrolidine-1,2-dicarboxylate